(4-bromophenyl)-phenyl-amine BrC1=CC=C(C=C1)NC1=CC=CC=C1